3-[4-hydroxyphenyl]propionitrile OC1=CC=C(C=C1)CCC#N